OC1=CC=C(C=C1)CCNC(=O)C=1N=C(SC1)C=1C=NN(C1)C1=CC=CC=C1 N-[2-(4-hydroxyphenyl)ethyl]-2-(1-phenyl-1H-pyrazol-4-yl)-1,3-thiazole-4-carboxamide